C(#N)C=1C=C(C=C(C1N[C@@H](CSC1=CC=C(C=C1)F)CCN1CC(C1)C(F)(F)F)F)S(=O)(=O)NC(=O)C1(CCCCC1)OC (R)-N-((3-CYANO-5-FLUORO-4-((1-((4-FLUOROPHENYL)THIO)-4-(3-(TRIFLUOROMETHYL)AZETIDIN-1-YL)BUTAN-2-YL)AMINO)PHENYL)SULFONYL)-1-METHOXYCYCLOHEXANE-1-CARBOXAMIDE